3-((3,5-Dimethoxyphenyl)ethynyl)-6-((2-nitrophenyl)amino)-1H-pyrrolo[2,3-b]Pyridine-1-carboxylic acid tert-butyl ester C(C)(C)(C)OC(=O)N1C=C(C=2C1=NC(=CC2)NC2=C(C=CC=C2)[N+](=O)[O-])C#CC2=CC(=CC(=C2)OC)OC